C(C)OC(=O)C1=NOC(=C1)CC1CCNCC1 5-(piperidin-4-ylmethyl)-1,2-oxazole-3-carboxylic acid ethyl ester